NC=1C(=CN(C1C(N)=O)C1=CC=C(C=C1)C(NC1=NC=CC(=C1)F)=O)C1CCN(CC1)C(=O)OC(C)(C)C tert-butyl 4-(4-amino-5-carbamoyl-1-(4-((4-fluoropyridin-2-yl)carbamoyl)phenyl)-1H-pyrrol-3-yl)piperidine-1-carboxylate